C1(CC1)N1N=C2C(N(C(N(C2C)C2CCN(CC2)C=2C(=NC=CC2C)OC)=O)CC2=C(C=CC=C2)C2CC2)=C1 2-Cyclopropyl-4-(2-cyclopropyl-benzyl)-6-(2'-methoxy-4'-methyl-3,4,5,6-tetrahydro-2H-[1,3']bipyridinyl-4-yl)-7-methyl-2,4,6,7-tetrahydro-pyrazolo[4,3-d]pyrimidin-5-one